2-[(3S,4R)-3-{[5-(4-chlorophenyl)-1,3,4-oxadiazol-2-yl]amino}-4-(2,6-difluoro-4-methoxyphenyl)-2-oxopyrrolidin-1-yl]acetic acid ClC1=CC=C(C=C1)C1=NN=C(O1)N[C@@H]1C(N(C[C@H]1C1=C(C=C(C=C1F)OC)F)CC(=O)O)=O